ClC1=CC(=C(C=C1Cl)[C@@H](C1CCN(CC1)C(=O)C1CN(C1)C(=O)OC(C)(C)C)N[S@@](=O)C(C)(C)C)O tert-butyl 3-(4-((R)-(4,5-dichloro-2-hydroxyphenyl)((S)-1,1-dimethylethylsulfinamido)methyl)piperidine-1-carbonyl)azetidine-1-carboxylate